NC1=CC=CC(=N1)C(=O)OC methyl 6-aminopyridine-2-carboxylate